2-hydroxy-4-oxo-6,7,8,9-Tetrahydro-4H-pyrido[1,2-a]pyrimidine-3-carboxamide OC=1N=C2N(C(C1C(=O)N)=O)CCCC2